CC(C(=O)NC1=CC=CC=C1)C(=O)CC 2,4-dimethyl-acetoacetanilide